OC(C(=O)SCCNC(CCNC([C@@H](C(COP(OP(OC[C@@H]1[C@H]([C@H]([C@@H](O1)N1C=NC=2C(N)=NC=NC12)O)OP(=O)(O)O)(=O)O)(=O)O)(C)C)O)=O)=O)(C)C hydroxyisobutyryl-CoA